FC(OC1=NN(C=C1)C(C)=O)F 1-(3-(difluoromethoxy)-1H-pyrazol-1-yl)ethan-1-one